C(C)(C)(C)C1=CC2=C(NC=C2C2=CC=C(C=C2)N(C)C)C=C(C1=O)C(C)(C)C 5,7-di-tert-butyl-3-(4-(dimethylamino)phenyl)cyclohepta[b]pyrrol-6(1H)-one